C1(=CC=CC=C1)S(=O)(=O)NC(=O)C=1C=C2C(N(C(C2=CC1)=O)C1=C(C=C(C=C1)C1=CC=CC=C1)C1=NN=NN1)=O N-(Benzenesulfonyl)-2-(3-(1H-tetrazol-5-yl)-[1,1'-biphenyl]-4-yl)-1,3-dioxo-2,3-dihydro-1H-isoindole-5-carboxamide